COC=1C=C2CCNCC2=CC1NC1=NC2=CC(=CC=C2C=N1)C=1C=C(C=NC1)NC(CC)=O N-(5-{2-[(6-methoxy-1,2,3,4-tetrahydroisoquinolin-7-yl)amino]quinazolin-7-yl}pyridin-3-yl)propanamide